[5-fluoroindan-1-yl]-4-(methanesulfonamido)benzamide FC=1C=C2CCC(C2=CC1)C1=C(C(=O)N)C=CC(=C1)NS(=O)(=O)C